CC=1CCCC2=C(CCCC12)C 4,8-Dimethyl-1,2,3,5,6,7-hexahydronaphthalin